[Ca].[Si] silicon, calcium salt